F[C@@H]1[C@H]2CC[C@@H](C[C@@H]1N(C=1N=CC(=NC1)C1=C(C=C(C=C1)C1=CC(N(C=C1)C)=O)O)C)N2 4-(4-(5-(((1R,2R,3S,5S)-2-fluoro-8-azabicyclo[3.2.1]octan-3-yl)(methyl)amino)pyrazin-2-yl)-3-hydroxyphenyl)-1-methylpyridin-2(1H)-one